3-Methoxytetrahydro-2H-pyran-4-yl(8-amino-7-fluoro-6-(8-methyl-2,3-dihydro-1H-pyrido[2,3-b][1,4]oxazin-7-yl)isoquinolin-3-yl)carbamate COC1COCCC1N(C([O-])=O)C=1N=CC2=C(C(=C(C=C2C1)C1=C(C2=C(OCCN2)N=C1)C)F)N